6-Amino-2-(3,5-dichloro-4-((4-methyl-2-(thiophen-2-yl)quinolin-6-yl)oxy)phenyl)-1,2,4-Triazine-3,5(2H,4H)-dione NC=1C(NC(N(N1)C1=CC(=C(C(=C1)Cl)OC=1C=C2C(=CC(=NC2=CC1)C=1SC=CC1)C)Cl)=O)=O